(9aS)-4-(7-chlorothieno[2,3-c]pyridin-2-yl)-2-[2-(4-fluorophenyl)ethyl]-3-(5-methyl-1,3,4-oxadiazol-2-yl)-7,8,9,9a-tetrahydro-5H-pyrido[2,3-a]pyrrolizin-5-one ClC=1N=CC=C2C1SC(=C2)C2=C(C(=NC1=C2C(N2CCC[C@@H]12)=O)CCC1=CC=C(C=C1)F)C=1OC(=NN1)C